FC1=CC=C(C=C1)N1N=NC(=C1)C1=CC=C(C=O)C=C1 4-(1-(4-fluorophenyl)-1H-1,2,3-triazol-4-yl)benzaldehyde